CN1CCC(CC1)OCC1=CC=C(C=C1)S(=O)(=O)N 4-(((1-methylpiperidin-4-yl)oxy)methyl)benzenesulfonamide